tert-Butyl-4-[1-(4-amino-5-methoxy-2-methyl-phenyl)-4-piperidyl]piperazine-1-carboxylic acid C(C)(C)(C)C1N(CCN(C1)C1CCN(CC1)C1=C(C=C(C(=C1)OC)N)C)C(=O)O